(4-(cyclopropanecarbonyl)piperazine-1-yl)(2-fluoro-5-(hydroxymethyl)phenyl)methanone C1(CC1)C(=O)N1CCN(CC1)C(=O)C1=C(C=CC(=C1)CO)F